N(=[N+]=[N-])CCCN(NC(=O)[C@H]1N(CCC1)C(=O)OCC1C2=CC=CC=C2C=2C=CC=CC12)C(N[C@H](C(=O)OC(C)(C)C)CC(C)C)=O (9H-fluoren-9-yl)methyl (S)-2-(2-(3-azidopropyl)-2-(((S)-1-(tert-butoxy)-4-methyl-1-oxopentan-2-yl)carbamoyl)hydrazine-1-carbonyl)pyrrolidine-1-carboxylate